9-hexadecaneenoic acid C(CCCCCCCC=CCCCCCC)(=O)O